1-(2,2,2-trifluoroethyl)-1H-imidazole-2-sulfonyl chloride FC(CN1C(=NC=C1)S(=O)(=O)Cl)(F)F